N-(2-fluoro-5-((6-(2-fluoro-3-methoxyphenyl)pyridin-2-yl)oxy)phenyl)methanesulfonamide FC1=C(C=C(C=C1)OC1=NC(=CC=C1)C1=C(C(=CC=C1)OC)F)NS(=O)(=O)C